4-((8-(pyridin-4-ylcarbamoyl)quinolin-5-yl)amino)piperidine-1-carboxylic acid tert-butyl ester C(C)(C)(C)OC(=O)N1CCC(CC1)NC1=C2C=CC=NC2=C(C=C1)C(NC1=CC=NC=C1)=O